[3-(1-amino-4-methylphthalazin-6-yl)-4-methoxy-5-methylphenyl]boronic acid formate C(=O)O.NC1=NN=C(C2=CC(=CC=C12)C=1C=C(C=C(C1OC)C)B(O)O)C